ClC1=C(OCC2=NNC(=C2)C2=C(C=CC=C2)[N+](=O)[O-])C(=C(C=C1OC)OC)Cl 3-((2,6-dichloro-3,5-dimethoxyphenoxy)methyl)-5-(2-nitrophenyl)-1H-pyrazole